(5-nicotinoyl-1,4,5,6-tetrahydropyrrolo[3,4-c]pyrazol-3-yl)methanone benzyl-3-(3-amino-6-(2-(methoxymethoxy)phenyl)pyridazin-4-yl)-3,8-diazabicyclo[3.2.1]octane-8-carboxylate C(C1=CC=CC=C1)OC(=O)N1C2CN(CC1CC2)C2=C(N=NC(=C2)C2=C(C=CC=C2)OCOC)N.C(C2=CN=CC=C2)(=O)N2CC=1NN=C(C1C2)C=O